Cl.BrC=1C=C2C(=NN(C(C2=CC1)=O)CC(=O)NC1CNCC(C1)(F)F)C(C)C 2-(6-bromo-4-isopropyl-1-oxophthalazin-2(1H)-yl)-N-(5,5-difluoropiperidin-3-yl)acetamide HCl salt